BrC1=C(C=C(C=C1)N1C(OC(C1)(C)C)=O)C 3-(4-bromo-3-methyl-phenyl)-5,5-dimethyl-oxazolidin-2-one